NC1=C(C(=NC=2N1N=C(C2C(F)(F)F)C)SC)C#N 7-amino-2-methyl-5-(methylthio)-3-(trifluoromethyl)pyrazolo[1,5-a]pyrimidine-6-carbonitrile